N'-[6-(2-allyloxy-1-methyl-ethoxy)-5-chloro-2-methyl-3-pyridyl]-N-ethyl-N-methyl-formamidine C(C=C)OCC(OC1=C(C=C(C(=N1)C)N=CN(C)CC)Cl)C